O=C1OCCN1[C@@H]1C(=NN(C1)C(=O)N[C@H](C)C=1C=NC(=CC1)C(F)(F)F)C1=NC=C(C=C1)C (S)-4-(2-oxooxazolidin-3-yl)-3-(5-methylpyridin-2-yl)-N-((R)-1-(6-(trifluoromethyl)pyridin-3-yl)ethyl)-4,5-dihydro-1H-pyrazol-1-carboxamide